3-methoxytyramine-d3 manganese(III) propionate C(CC)(=O)[O-].[Mn+3].COC=1C=C(CC(N([2H])[2H])[2H])C=CC1O.C(CC)(=O)[O-].C(CC)(=O)[O-]